(R,E)-N-(1-(3,4-dimethoxyphenyl)ethyl)-3-(5-(3-((methylsulfonyl)methyl)phenyl)-1H-pyrrolo[2,3-b]pyridin-3-yl)acrylamide COC=1C=C(C=CC1OC)[C@@H](C)NC(\C=C\C1=CNC2=NC=C(C=C21)C2=CC(=CC=C2)CS(=O)(=O)C)=O